ethyl 2-chloro-5-oxo-[1,3]benzothiazolo[3,2-a][1,6]naphthyridine-6-carboxylate ClC=1N=CC=2C(C(=C3N(C2C1)C1=C(S3)C=CC=C1)C(=O)OCC)=O